3-cyclopropyl-1-((4-fluorobicyclo[2.2.1]heptan-1-yl)methyl)-N-(2-(S-methylsulfonimidoyl)pyridin-4-yl)-4-(trifluoromethyl)-1H-pyrazole-5-carboxamide C1(CC1)C1=NN(C(=C1C(F)(F)F)C(=O)NC1=CC(=NC=C1)S(=O)(=N)C)CC12CCC(CC1)(C2)F